CC/C=C\C/C=C\C/C=C\C/C=C\CCCCC(=O)O[C@H](COC(=O)CC/C=C\C/C=C\C/C=C\C/C=C\C/C=C\C/C=C\CC)COP(=O)(O)OC[C@@H](C(=O)O)N 1-(4Z,7Z,10Z,13Z,16Z,19Z-docosahexaenoyl)-2-(6Z,9Z,12Z,15Z-octadecatetraenoyl)-glycero-3-phosphoserine